6-amino-2-cyclopropyl-5-(3-hydroxy-2,6-dimethylphenyl)-4-oxo-4,5-dihydrothieno[3,2-c]pyridine-7-carboxamide NC1=C(C2=C(C(N1C1=C(C(=CC=C1C)O)C)=O)C=C(S2)C2CC2)C(=O)N